2-[3-(aminomethyl)azetidin-1-yl]-N-{4-[(2,2-difluorocyclopentyl)oxy]-3-fluorophenyl}-5-(2,2,2-trifluoroethyl)oxazole-4-carboxamide NCC1CN(C1)C=1OC(=C(N1)C(=O)NC1=CC(=C(C=C1)OC1C(CCC1)(F)F)F)CC(F)(F)F